tert-butyl 4-(1-oxo-1-((4-(piperidin-1-ylsulfonyl)phenyl)amino) propan-2-yl)piperazine-1-carboxylate O=C(C(C)N1CCN(CC1)C(=O)OC(C)(C)C)NC1=CC=C(C=C1)S(=O)(=O)N1CCCCC1